ethylene glycol, potassium salt [K].C(CO)O